3-Bromo-1-cycloheptyl-5-(2-methylprop-1-en-1-yl)-1H-pyrazole BrC1=NN(C(=C1)C=C(C)C)C1CCCCCC1